CC1=C(C=C2C=CC=NC2=C1)CC(=O)N1CCC(CC1)N1C(NC2=C1C(=CC=C2)C(F)(F)F)=O 1-(1-(2-(7-Methylquinolin-6-yl)acetyl)piperidin-4-yl)-7-(trifluoromethyl)-1,3-dihydro-2H-benzo[d]imidazol-2-one